N-(5-(2-((1S,4R)-2-azabicyclo[2.2.1]heptan-2-yl)acetamido)-2-methylpyridin-3-yl)-6-(3-fluoro-4-((2-methoxyethyl)carbamoyl)phenyl)pyrazolo[1,5-a]pyrazine-3-carboxamide [C@H]12N(C[C@H](CC1)C2)CC(=O)NC=2C=C(C(=NC2)C)NC(=O)C=2C=NN1C2C=NC(=C1)C1=CC(=C(C=C1)C(NCCOC)=O)F